4-Methoxy-6-[1-(trifluoromethyl)pyrazol-4-yl]-2-[[2-(trifluoromethyl)-4-pyridyl]methyl]pyrimidine COC1=NC(=NC(=C1)C=1C=NN(C1)C(F)(F)F)CC1=CC(=NC=C1)C(F)(F)F